ClC1=CC2=C(N(S(N=C2N2C[C@H](N(C[C@@H]2C)C(C=C)=O)C)(=O)=O)C=2C(=NC=CC2C)C(C)C)N=C1C1=C(C=CC=C1)C 1-((2R,5S)-4-(6-chloro-7-(2-methylphenyl)-1-(4-methyl-2-(2-propanyl)-3-pyridinyl)-2,2-dioxido-1H-pyrido[2,3-c][1,2,6]thiadiazin-4-yl)-2,5-dimethyl-1-piperazinyl)-2-propen-1-one